N-{2-[4-(1,3-Benzothiazol-2-yl-oxy)piperidin-1-yl]-2-[4-(difluoromethyl)-1,3-thiazol-5-yl]ethyl}-2-chloro-6-fluorobenzamide S1C(=NC2=C1C=CC=C2)OC2CCN(CC2)C(CNC(C2=C(C=CC=C2F)Cl)=O)C2=C(N=CS2)C(F)F